methyl (3R)-4-[(4-cyclopropyl-2-fluoro-phenyl)-[2-[(4,4-difluorocyclohexyl)amino]-2-oxo-1-[4-(trifluoromethyl)-3-pyridyl]ethyl]carbamoyl]morpholine-3-carboxylate C1(CC1)C1=CC(=C(C=C1)N(C(=O)N1[C@H](COCC1)C(=O)OC)C(C(=O)NC1CCC(CC1)(F)F)C=1C=NC=CC1C(F)(F)F)F